(4-(8-oxa-3-azabicyclo[3.2.1]oct-3-yl)-6-(8-oxa-3-azabicyclo[3.2.1]oct-3-yl)pyridazin-3-yl)methylamine C12CN(CC(CC1)O2)C2=C(N=NC(=C2)N2CC1CCC(C2)O1)CN